N-(4-{[6-(5-chloro-2-fluorophenyl)pyridazin-4-yl]amino}pyridin-2-yl)-3-{[3-(methylamino)propyl]amino}propanamide ClC=1C=CC(=C(C1)C1=CC(=CN=N1)NC1=CC(=NC=C1)NC(CCNCCCNC)=O)F